C1(=CC=CC=C1)C1=NC2=C(N1)C1=CC(=CC=C1C=1C=CC(=CC12)N)N 2-phenyl-1H-phenanthro[9,10-d]imidazole-5,10-diamine